ClC1=C(C(=CC=C1)Cl)N1CC(C1)C1=CC(=C(CN2CCC(CC2)C(=O)OC)C(=C1)C)C methyl 1-(4-(1-(2,6-dichlorophenyl)azetidin-3-yl)-2,6-dimethylbenzyl)-piperidine-4-carboxylate